4-[4'-(4-acetylpiperazin-1-yl)biphenyl-3-yl]-2-[(2E)-2-(aminomethyl)-3-fluoroprop-2-en-1-yl]-2,4-dihydro-3H-1,2,4-triazol-3-one hydrochloride Cl.C(C)(=O)N1CCN(CC1)C1=CC=C(C=C1)C1=CC(=CC=C1)N1C(N(N=C1)C\C(=C\F)\CN)=O